N-[(1S)-1-[5-(7-methoxy-2-methylquinolin-6-yl)-1H-imidazol-2-yl]-7-(1,3-oxazol-2-yl)-7-oxoheptyl]pyrazolo[1,5-a]pyridine-2-carboxamide COC1=C(C=C2C=CC(=NC2=C1)C)C1=CN=C(N1)[C@H](CCCCCC(=O)C=1OC=CN1)NC(=O)C1=NN2C(C=CC=C2)=C1